FC1=C(C=CC(=C1)C(=O)N1C[C@@H](CC1)NC1=NN2C(C=CC(=C2C(C)C)C=2C=NNC2)=N1)NC(C=C)=O (R)-N-(2-Fluoro-4-(3-((5-isopropyl-6-(1H-pyrazol-4-yl)-[1,2,4]triazolo[1,5-a]pyridin-2-yl)amino)pyrrolidine-1-carbonyl)phenyl)acrylamide